3-CHLORO-3-PHENYL-PROPENAL ClC(=CC=O)C1=CC=CC=C1